C(CC)OC(CC(CCCCCC)SC1=NC(=NC(=N1)NCCC1CCN(CC1)C(C)C)SCCCCCCCCCCCCCCCCCC)=O 3-((4-((2-(1-isopropylpiperidin-4-yl)ethyl)amino)-6-(octadecylthio)-1,3,5-triazin-2-yl)thio)nonanoic acid propyl ester